5-amino-7-(4-fluorophenyl)-8-[2-(hydroxymethyl)-6-methoxy-4-pyridinyl]-2-[(5-methyl-oxazol-4-yl)methyl]-[1,2,4]triazolo[4,3-c]pyrimidin-3-one NC1=NC(=C(C=2N1C(N(N2)CC=2N=COC2C)=O)C2=CC(=NC(=C2)OC)CO)C2=CC=C(C=C2)F